(R)-2-((4-Bromopyridin-3-yl)amino)-5-fluoro-N-isopropyl-N-(1,1,1-trifluoropropan-2-yl)benzamide BrC1=C(C=NC=C1)NC1=C(C(=O)N([C@@H](C(F)(F)F)C)C(C)C)C=C(C=C1)F